[N+](=O)(O)[O-].[N+](=O)(O)[O-].C(=C)C(C(=O)O)=C vinyl-acrylic acid bis-nitrate